C(C)SC1=NC(=CC(=C1NC(CC(C)(C)C)=O)C)N1CC2=CC=C(C=C2CC1)F N-(2-(ethylthio)-6-(6-fluoro-3,4-dihydroisoquinolin-2(1H)-yl)-4-methylpyridin-3-yl)-3,3-Dimethylbutanamide